2,6-di-tert-butyl-4-methylphenyl-2,4-di-tertbutylphenyl-pentaerythritol diphosphite OP(O)OP(O)O.C(C)(C)(C)C1=C(C(=CC(=C1)C)C(C)(C)C)C(O)(C(CO)(CO)CO)C1=C(C=C(C=C1)C(C)(C)C)C(C)(C)C